4-(2-cyanoprop-2-yl)-N-(2-fluoro-4-methyl-5-(2-((1-methyl-1H-pyrazol-4-yl)amino)-8,9-dihydroimidazo[1',2':1,6]pyrido[2,3-d]pyrimidin-6-yl)phenyl)pyridineamide C(#N)C(C)(C)C1=CC(=NC=C1)C(=O)NC1=C(C=C(C(=C1)C1=CC2=C(N=C(N=C2)NC=2C=NN(C2)C)N2C1=NCC2)C)F